F[P-](F)(F)(F)(F)F.COS(=O)(=O)C=1C=C(C=CC1)[I+]C1=CC(=CC=C1)S(=O)(=O)OC Di-(3-methoxysulfonylphenyl)-iodonium hexafluorophosphate